BrC=1C=C(C=C(C1)F)N1N=CC(=C1)C(C(=O)O)C 2-(1-(3-bromo-5-fluorophenyl)-1H-pyrazol-4-yl)propanoic acid